(Rac)-[ethyl(3-{[5-fluoro-4-(4-fluoro-2-methoxyphenyl)pyrimidin-2-yl]-amino}benzyl)oxido-lambda6-sulfanylidene]cyanamide C(C)[S@@](=O)(CC1=CC(=CC=C1)NC1=NC=C(C(=N1)C1=C(C=C(C=C1)F)OC)F)=NC#N |r|